3-(6-methylpyridin-2-yl)-N-phenyl-4-quinolin-4-ylpyrazole-1-carbothioamide CC1=CC=CC(=N1)C1=NN(C=C1C1=CC=NC2=CC=CC=C12)C(NC1=CC=CC=C1)=S